butyl (2-chloro-5-nitropyridin-3-yl)(methyl)carbamate ClC1=NC=C(C=C1N(C(OCCCC)=O)C)[N+](=O)[O-]